N-((3-(5-amino-7-(((3S,4R)-3-fluoro-1-methylpiperidin-4-yl)amino)-3-(2,2,2-trifluoroethyl)-2H-indazol-2-yl)-1,2,4-oxadiazol-5-yl)methyl)-1-(tert-butyl)-1H-pyrazole-4-carboxamide NC1=CC2=C(N(N=C2C(=C1)N[C@H]1[C@H](CN(CC1)C)F)C1=NOC(=N1)CNC(=O)C=1C=NN(C1)C(C)(C)C)CC(F)(F)F